FC[C@@H]1CN2C(CO1)=C(C(=N2)C2=CC=C(C=C2)F)C2=C1C(=NC=C2)NN=C1 (S)-6-(Fluoromethyl)-2-(4-fluorophenyl)-3-(1H-pyrazolo[3,4-b]pyridin-4-yl)-6,7-dihydro-4H-pyrazolo[5,1-c][1,4]oxazine